9-Fluoro-5-[4-[(3S)-1-(3-fluoropropyl)pyrrolidin-3-yl]oxyphenyl]-4-indolin-5-yl-2,3-dihydro-1-benzoxepin-8-ol FC1=C(C=CC=2C(=C(CCOC21)C=2C=C1CCNC1=CC2)C2=CC=C(C=C2)O[C@@H]2CN(CC2)CCCF)O